N1(CCC1)C1=NN(C2=CC=C(C=C12)NC(C1=NC=C(C=C1C)C#N)=O)C1OCCCC1 N-(3-(azetidin-1-yl)-1-(tetrahydro-2H-pyran-2-yl)-1H-indazol-5-yl)-5-cyano-3-methylpicolinamide